O=S1(NC2=C(CC1)C=C(C=C2)O)=O 2,2-dioxo-3,4-dihydro-1H-2λ6,1-benzothiazin-6-ol